(S)-(4-((4-(3-((2-(1-hydroxyethyl)-1H-imidazol-1-yl)methyl)isoxazol-5-yl)phenyl)ethynyl)phenyl)(4-hydroxypiperidin-1-yl)methanone O[C@@H](C)C=1N(C=CN1)CC1=NOC(=C1)C1=CC=C(C=C1)C#CC1=CC=C(C=C1)C(=O)N1CCC(CC1)O